(1r,2'S,4S)-4-(3-bromoanilino)-2'-[(2R)-2-methyl-3-{[(5R)-5-methyl-5,6,7,8-tetrahydroquinolin-4-yl]oxy}propyl]-2',3'-dihydrospiro[cyclohexane-1,1'-indene]-4-carboxylic acid BrC=1C=C(NC2(CCC3([C@H](CC4=CC=CC=C34)C[C@H](COC3=CC=NC=4CCC[C@H](C34)C)C)CC2)C(=O)O)C=CC1